BrC=1C=C(C=C(C1)F)N(C1=NC(NC2=CC=C(C=C12)F)=NN)C1CC1 N-(3-bromo-5-fluorophenyl)-N-cyclopropyl-6-fluoro-2-hydrazono-1,2-dihydroquinazolin-4-amine